(R)-(2-(4-((S)-1-(2,3-dihydrobenzofuran-6-yl)ethyl)piperazin-1-yl)pyrimidin-5-yl)(imino)(methyl)-λ6-sulfanone O1CCC2=C1C=C(C=C2)[C@H](C)N2CCN(CC2)C2=NC=C(C=N2)[S@](=O)(C)=N